(1s,3s)-3-{2-[(2R)-1-Benzyl-5-oxopyrrolidin-2-yl]-2-oxoacetamido}-N-(propan-2-yl)cyclobutane-1-carboxamide C(C1=CC=CC=C1)N1[C@H](CCC1=O)C(C(=O)NC1CC(C1)C(=O)NC(C)C)=O